N-(4-cyano-4'-((2-(1,1-difluoroethyl)-6-methylpyrimidin-4-yl)amino)-[2,3'-bipyridin]-6'-yl)acetamide C(#N)C1=CC(=NC=C1)C=1C=NC(=CC1NC1=NC(=NC(=C1)C)C(C)(F)F)NC(C)=O